CC=1C(=NC(=NC1)NC1CCC(CC1)N)C1=CN=C2N1C=C(C=C2)NC=2C=NC(=CC2)C (1r,4r)-N1-(5-Methyl-4-(6-((6-methylpyridin-3-yl)amino)imidazo[1,2-a]pyridin-3-yl)pyrimidin-2-yl)cyclohexane-1,4-diamine